N2-(1,3-dimethyl-1H-pyrazol-4-yl)-5-(6-fluoro-1H-indazol-4-yl)-7-isopropyl-7H-pyrrolo[2,3-d]pyrimidine-2,4-diamine CN1N=C(C(=C1)NC=1N=C(C2=C(N1)N(C=C2C2=C1C=NNC1=CC(=C2)F)C(C)C)N)C